antimony tin oxide iridium [Ir].[Sn]=O.[Sb]